CC1=CC=C(C=C1)C1=CC=C(C=C1)COC1=C(N=NN1)C(=O)O 5-((4'-methyl-[1,1'-biphenyl]-4-yl)methoxy)-1H-1,2,3-triazole-4-carboxylic acid